5-Bromo-4-[2-[tert-butyl(dimethyl)silyl]oxyethoxy]-2-nitro-benzaldehyde BrC=1C(=CC(=C(C=O)C1)[N+](=O)[O-])OCCO[Si](C)(C)C(C)(C)C